5-(1-(3,3-difluorocyclobutyl)-2-methyl-1H-imidazo[4,5-b]pyridin-6-yl)-N-(trans-4-ethoxycyclohexyl)pyrrolo[2,1-f][1,2,4]triazin-2-amine FC1(CC(C1)N1C(=NC2=NC=C(C=C21)C=2C=CN1N=C(N=CC12)N[C@@H]1CC[C@H](CC1)OCC)C)F